5-(4-(4-((1r,3r)-3-((5-(5H-pyrido[4,3-b]indol-7-yl)pyridin-2-yl)oxy)cyclobutoxy)piperidin-1-yl)-2-fluorobutoxy)-2-(2,6-dioxopiperidin-3-yl)isoindoline-1,3-dione C1=NC=CC=2NC=3C=C(C=CC3C21)C=2C=CC(=NC2)OC2CC(C2)OC2CCN(CC2)CCC(COC=2C=C1C(N(C(C1=CC2)=O)C2C(NC(CC2)=O)=O)=O)F